(R)-5-chloro-6-(4-((6-(dimethylamino)spiro[3.3]hept-2-yl)oxy)-2,6-difluorophenyl)-N-(3-methylbutan-2-yl)-[1,2,4]triazolo[1,5-a]pyrimidin-7-amine ClC1=NC=2N(C(=C1C1=C(C=C(C=C1F)OC1CC3(C1)CC(C3)N(C)C)F)N[C@H](C)C(C)C)N=CN2